3-((6-(1,4-diazepan-1-yl)hexyl)oxy)-4,5-dimethoxybenzoic acid 3-bromopropyl ester BrCCCOC(C1=CC(=C(C(=C1)OC)OC)OCCCCCCN1CCNCCC1)=O